ClC=1C(=C(C=CC1)CC1N(CC(C1O)(F)F)C(=O)OC(C)(C)C)F tert-butyl 2-[(3-chloro-2-fluorophenyl)methyl]-4,4-difluoro-3-hydroxypyrrolidine-1-carboxylate